((R)-1-((trifluoromethyl)sulfonyl)piperidin-3-yl)acetamide FC(S(=O)(=O)N1C[C@H](CCC1)CC(=O)N)(F)F